FC(OC1=C(C=CC=C1)CC(=O)NC1=CC=NC=C1)(F)F 4-{2-[2-(trifluoromethoxy)phenyl]acetamido}pyridin